bisphenoxyperylene O(C1=CC=CC=C1)C1=C(C=2C=3C=CC=C4C=CC=C(C5=CC=CC(=C1)C52)C43)OC4=CC=CC=C4